2-(pyrimidin-2-yl)-1H-benzo[d]imidazole N1=C(N=CC=C1)C1=NC2=C(N1)C=CC=C2